(2-Methoxypyrimidin-5-yl)-3-(2-(methylthio)pyrimidin-5-yl)-1-((5-(trifluoromethyl)-1H-pyrazol-3-yl)methyl)urea COC1=NC=C(C=N1)N(C(=O)NC=1C=NC(=NC1)SC)CC1=NNC(=C1)C(F)(F)F